N-(2,5-difluoro-6-(2-fluoroethoxy)pyridin-3-yl)-5-(thiazol-2-yl)-1H-pyrrol-3-sulfonamide FC1=NC(=C(C=C1NS(=O)(=O)C1=CNC(=C1)C=1SC=CN1)F)OCCF